N1N=CC2=C(C=CC=C12)C1=CC=2C3=C(C=NC2C=C1)N(C(C31CC1)=O)C 8'-(1H-indazol-4-yl)-3'-methylspiro[cyclopropane-1,1'-pyrrolo[2,3-c]quinolin]-2'(3'H)-one